FC(C(S(=O)(=O)[O-])(F)F)(F)F pentafluoroEthanesulfonic acid anion